(E)-4-(3-fluoropropoxy)-6-(4-fluorostyryl)-2-hydroxy-3-(3-methylbut-2-en-1-yl)benzoic acid FCCCOC1=C(C(=C(C(=O)O)C(=C1)\C=C\C1=CC=C(C=C1)F)O)CC=C(C)C